1-hydroxybenzimidazole ON1C=NC2=C1C=CC=C2